ClC=1C(N(C=CC1Cl)C1=CC=C(C=C1)N1N=C(C(=C1)C(=O)NCC)C(F)(F)F)=O 1-(4-(3,4-dichloro-2-oxopyridin-1(2H)-yl)phenyl)-N-ethyl-3-(trifluoromethyl)-1H-pyrazole-4-carboxamide